FC(CN1C(=NC2=C1C=C(C=C2F)C2=CNC=1N=C(N=CC12)NC1CC(C1)(O)C)C)F (1s,3s)-3-((5-(1-(2,2-difluoroethyl)-4-fluoro-2-methyl-1H-benzo[d]imidazol-6-yl)-7H-pyrrolo[2,3-d]pyrimidin-2-yl)amino)-1-methylcyclobutan-1-ol